FC1=CC=C(CN2C(C3=CC=CC=C3CC2)=O)C=C1 (4-fluorobenzyl)-3,4-dihydroisoquinoline-1(2H)-one